FC1=C(C=CC(=C1)C#CCN1CCCC1)O 2-fluoro-4-(3-pyrrolidin-1-ylprop-1-ynyl)phenol